1-tert-butyl 5,8,11,14-tetraoxa-2-aza-heptadecanedioate C(NCCOCCOCCOCCOCCC(=O)[O-])(=O)OC(C)(C)C